O1C[C@@H](CC1)OC1=NC(=CC2=CN=CC=C12)C#N 1-(((R)-tetrahydrofuran-3-yl)oxy)-2,6-naphthyridine-3-carbonitrile